ClC1=CC=C(C=C1)C1=NC(OC1)C(F)(F)F 4-(4-chlorophenyl)-2-trifluoromethyl-3-oxazolin